1-Methyldimethoxysilyl-8-bis(triethoxysilylpropylamino)methylsilyl-octaneal C[Si](C(CCCCCCC[SiH2]C(NCCC[Si](OCC)(OCC)OCC)NCCC[Si](OCC)(OCC)OCC)=O)(OC)OC